ClC=1C=C(CN2N=C3N(CCCC3)C2=O)C=CC1F (5S)-2-(3-Chloro-4-fluorobenzyl)-3-oxo-2,3,5,6,7,8-hexahydro[1,2,4]triazolo[4,3-a]pyridin